1-((4-Fluoro-2-((4-(((1,1,1,3,3,3-hexafluoropropan-2-yl)oxy)carbonyl)piperazin-1-yl)methyl)-6-methylphenoxy)methyl)cyclopentane-1-carboxylic acid FC1=CC(=C(OCC2(CCCC2)C(=O)O)C(=C1)C)CN1CCN(CC1)C(=O)OC(C(F)(F)F)C(F)(F)F